tert-butyl 4-(2-(4-chloro-2-fluorophenyl)-2-methylbenzo[d][1,3]dioxol-4-yl)-3,6-dihydropyridine-1(2H)-carboxylate ClC1=CC(=C(C=C1)C1(OC2=C(O1)C=CC=C2C=2CCN(CC2)C(=O)OC(C)(C)C)C)F